CS(=O)(=O)C=1C=C(OC=2C=C(C=CC2)S)C=CC1 3-(3-(methylsulfonyl)phenoxy)benzenethiol